2-(8-([1,1'-biphenyl]-2-yl-d9)dibenzo[b,d]furan-3-yl-1,2,4,6,9-d5)-4,4,5,5-tetramethyl-1,3,2-dioxaborolane C1(=C(C(=C(C(=C1[2H])[2H])[2H])[2H])C=1C=C(C2=C(C=3C(O2)=C(C(=C(C3[2H])[2H])B3OC(C(O3)(C)C)(C)C)[2H])C1[2H])[2H])C1=C(C(=C(C(=C1[2H])[2H])[2H])[2H])[2H]